3-((4-(4-(3-bromo-4-fluorophenyl)-5-oxo-4,5-dihydro-1,2,4-oxadiazol-3-yl)-1,2,5-oxadiazol-3-yl)thio)piperidine-1-carboxylic acid tert-butyl ester C(C)(C)(C)OC(=O)N1CC(CCC1)SC1=NON=C1C1=NOC(N1C1=CC(=C(C=C1)F)Br)=O